6-bromo-benzo[d]isoxazole BrC1=CC2=C(C=NO2)C=C1